benzyl 5-((((CIS)-4-phenylcyclohexyl)oxy)methyl)-4-(((trifluoromethyl)sulfonyl)oxy)-2,3-dihydro-1H-pyrrole-1-carboxylate C1(=CC=CC=C1)[C@H]1CC[C@H](CC1)OCC1=C(CCN1C(=O)OCC1=CC=CC=C1)OS(=O)(=O)C(F)(F)F